CC1=C(C=CC(=C1)C)C=1C=CC=2N(C1)C(N(N2)C2=NC=CC=C2)=O 6-(2,4-dimethylphenyl)-2-(pyridin-2-yl)-[1,2,4]triazolo[4,3-a]pyridin-3(2H)-one